C1(CC1)NC1=NC(=NC=C1F)O[C@@H]1CN(CC1)CC(=O)NC=1C=CC=C2C(=CNC12)C1=NC(=NC=C1C)NC1=NN(C(=C1)C)C (S)-2-(3-((4-(cyclopropylamino)-5-fluoropyrimidin-2-yl)oxy)pyrrolidin-1-yl)-N-(3-(2-((1,5-dimethyl-1H-pyrazol-3-yl)amino)-5-methylpyrimidin-4-yl)-1H-indol-7-yl)acetamide